NC1=NC=NN2C1=NC=C2C=2C=C(C=CC2C([2H])([2H])[2H])S(=O)(=O)NC21CCC(C2)(C1)O 3-(4-Aminoimidazo[2,1-f][1,2,4]triazin-7-yl)-N-(4-hydroxybicyclo[2.1.1]hexan-1-yl)-4-(methyl-d3)benzenesulfonamide